oxygen hafnium-tantalum [Ta].[Hf].[O]